[Si](C1=CC=CC=C1)(C1=CC=CC=C1)(C(C)(C)C)OCCC=1C(=C2C=NN(C2=CC1F)C1OCCCC1)B1OC(C(O1)(C)C)(C)C 5-(2-((tert-Butyldiphenylsilyl)oxy)ethyl)-6-fluoro-1-(tetrahydro-2H-pyran-2-yl)-4-(4,4,5,5-tetramethyl-1,3,2-dioxaborolan-2-yl)-1H-indazole